CC=1N=C2N(N=C(C=C2C)C=2C3=CN(N=C3C(=CC2)C(=O)NC2CCN(CC2)C(=O)OC(C)(C)C)C)C1 tert-butyl 4-(4-{2,8-dimethylimidazo[1,2-b]pyridazin-6-yl}-2-methylindazole-7-amido)piperidine-1-carboxylate